Br[C@@H](C(=O)O)CC(C)C (2R)-2-bromo-4-methyl-pentanoic acid